tert-Butyl-(((3aR,4R,6R,6aS)-2,2-dimethyl-6-(7-oxo-6,7,8,9-tetrahydro-2H-2,3,5,6-tetraazabenzo[cd]azulen-2-yl)tetrahydro-4H-cyclopenta[d][1,3]dioxol-4-yl)methyl)carbamate C(C)(C)(C)OC(NC[C@H]1C[C@H]([C@@H]2OC(O[C@@H]21)(C)C)N2C=C1CCC(NC=3C1=C2N=CN3)=O)=O